Cl.FC=1C=C(C=CC1)[C@H](CNC(CC1CCC(CC1)N(C(C)=O)C)(C)C)O N-((1R,4R)-4-(2-(((R)-2-(3-fluorophenyl)-2-hydroxyethyl)amino)-2-methylpropyl)cyclohexyl)-N-methylacetamide hydrochloride